C[C@@H](C#C)N1C(C2=CC=CC=C2C1=O)=O (S)-2-(but-3-yn-2-yl)isoindoline-1,3-dione